CN1CCN(CC1)C1=CC=C(C=C1)NC1=NC=C(C(=N1)NC1=C(C=CC=C1)NC(C=C)=O)C=1SC=CC1 N-(2-((2-((4-(4-methylpiperazin-1-yl)phenyl)amino)-5-(thiophen-2-yl)pyrimidin-4-yl)amino)phenyl)acrylamide